tert-butyl (Z)-4-(4-((4-(2,3-bis(tert-butoxycarbonyl) guanidino)phenyl)carbamoyl)-3-methylphenyl)-3,6-dihydropyridine-1(2H)-carboxylate C(C)(C)(C)OC(=O)\N=C(\NC1=CC=C(C=C1)NC(=O)C1=C(C=C(C=C1)C=1CCN(CC1)C(=O)OC(C)(C)C)C)/NC(=O)OC(C)(C)C